3-[(1R)-1-[3,6-Dimethyl-2-(2-methylindazol-5-yl)-4-oxo-chromen-8-yl]ethoxy]-6-fluoro-pyridine-2-carboxamide CC1=C(OC2=C(C=C(C=C2C1=O)C)[C@@H](C)OC=1C(=NC(=CC1)F)C(=O)N)C1=CC2=CN(N=C2C=C1)C